2,3-Norbornandicarboxylic acid C12C(C(C(CC1)C2)C(=O)O)C(=O)O